C(C)[C@@H]1NC[C@H](N(C1)C(C)C1=CC=C(C=C1)C(F)(F)F)CC (2S,5R)-2,5-diethyl-4-(1-(4-(trifluoromethyl)phenyl)ethyl)piperazine